C[C@H]1CN(C[C@H](C1)C)C=1N=C2N(C(C1)=O)C=C(C=C2C(C)NC2=C(C(=O)OC(C)(C)C)C=CC=C2)C tert-butyl 2-((1-(2-((3R,5S)-3,5-dimethylpiperidin-1-yl)-7-methyl-4-oxo-4H-pyrido[1,2-a]pyrimidin-9-yl)ethyl)amino)benzoate